(-)-6-(difluoromethyl)-8-[(1R,3R)-3-hydroxycyclopentyl]-2-{[1-(methylsulfonyl)piperidin-4-yl]amino}pyrido[2,3-d]pyrimidin-7(8H)-one FC(C1=CC2=C(N=C(N=C2)NC2CCN(CC2)S(=O)(=O)C)N(C1=O)[C@H]1C[C@@H](CC1)O)F